(1R)-2,2-difluoro-N-(3-(6-(1-hydroxybutyl)-4-methylpyridin-3-yl)-1-methyl-2-oxo-1,2-dihydro-1,6-naphthyridin-7-yl)cyclopropane-1-carboxamide FC1([C@H](C1)C(=O)NC1=NC=C2C=C(C(N(C2=C1)C)=O)C=1C=NC(=CC1C)C(CCC)O)F